(S)-6-(1-(6-chloropyridin-3-yl)ethyl)-2-oxa-6-azaspiro[3.3]heptane ClC1=CC=C(C=N1)[C@H](C)N1CC2(COC2)C1